6-cyclobutoxy-4-(3-(4-(5-(1,1-difluoroethyl)pyrimidin-2-yl)piperazine-1-carbonyl)-4-fluorobenzyl)phthalazin-1(2H)-one C1(CCC1)OC=1C=C2C(=NNC(C2=CC1)=O)CC1=CC(=C(C=C1)F)C(=O)N1CCN(CC1)C1=NC=C(C=N1)C(C)(F)F